C(#N)C=1C=NN2C1C(=CC(=C2)C=2C=NN(C2)C)/C=C/C=2C=CC(=C(C2)NC(C=C)=O)F (E)-N-(5-(2-(3-cyano-6-(1-methyl-1H-pyrazol-4-yl)pyrazolo[1,5-a]pyridin-4-yl)vinyl)-2-fluorophenyl)acrylamide